4-amino-5-(4-chlorophenyl)-7-(dimethylethyl)pyrazolo[3,4-d]pyrimidine NC1=C2C(N(CN1C1=CC=C(C=C1)Cl)C(C)(C)C)=NN=C2